2-(3,3-Difluorocyclobutyl)-4-((3-fluoropyridin-4-yl)methyl)oxazole FC1(CC(C1)C=1OC=C(N1)CC1=C(C=NC=C1)F)F